CCCCC(CC)COC(=O)CCCCC(=O)OCC(CC)CCCC di-2-ethylhexyl adipate